S1N=CC(=N1)C=O [1,2,5]Thiadiazole-4-formaldehyde